ClC1=C(C=CC(=C1)C1NCCC1)C1COCCCN1C1=NC(=NC=C1)N (+/-)-4-(3-(2-chloro-4-(pyrrolidin-2-yl)phenyl)-1,4-oxazepan-4-yl)pyrimidin-2-amine